10-(2-hydroxyethyl)-7,8-dimethylbenzo[g]pteridine OCCN1C2=C(NC=3C=NC=NC13)C=C(C(=C2)C)C